7-(pyridin-2-yloxy)indoline-2-one N1=C(C=CC=C1)OC=1C=CC=C2CC(NC12)=O